C(=O)O.COCCOCCN1N=C(C(=C1)NC(=O)C=1N=C(SC1)C=1C(=NNC1)C)C1=NC=CC=C1 N-(1-(2-(2-methoxyethoxy)ethyl)-3-(pyridin-2-yl)-1H-pyrazol-4-yl)-2-(3-methyl-1H-pyrazol-4-yl)thiazole-4-carboxamide formate